C(C)(C)(C)OC(NCC=1SC2=C(N1)C=C(C(=C2)OC)OCCCN(CC)CC)=O.C(C)C(C(CC(=O)O)C(C2=CC=CC=C2)=O)C(C)C(C2=CC=CC=C2)=O 3-ethyl-2,4-dibenzoyl-carboxypentane Tert-butyl-N-({5-[3-(diethylamino)propoxy]-6-methoxy-1,3-benzothiazol-2-yl}methyl)carbamate